(S)-4-(3-(3-(methylamino)pyrrolidine-1-carbonyl)-1-(p-tolyl)-1H-pyrazole-5-yl)benzonitrile CN[C@@H]1CN(CC1)C(=O)C1=NN(C(=C1)C1=CC=C(C#N)C=C1)C1=CC=C(C=C1)C